5-(4-((5-cyclopropyl-8-fluoro-3-methyl-2,4-dioxo-1,2,3,4-tetrahydroquinazolin-7-yl)methyl)piperazin-1-yl)-N,6-dimethylpicolinamide C1(CC1)C1=C2C(N(C(NC2=C(C(=C1)CN1CCN(CC1)C=1C=CC(=NC1C)C(=O)NC)F)=O)C)=O